N-((5,6-dimethyl-1H-benzo[d]imidazol-2-yl)methyl)-4-(5-(4-(2-oxopyrrolidin-1-yl)phenyl)pyridin-3-yl)-1H-pyrrolo[2,3-b]pyridine-2-carboxamide CC1=CC2=C(NC(=N2)CNC(=O)C2=CC=3C(=NC=CC3C=3C=NC=C(C3)C3=CC=C(C=C3)N3C(CCC3)=O)N2)C=C1C